1-(4-(5-(3-amino-6-(4-(isopropylsulfonyl)phenyl)pyrazin-2-yl)isoxazol-3-yl)phenyl)-3-ethylguanidine dihydrochloride Cl.Cl.NC=1C(=NC(=CN1)C1=CC=C(C=C1)S(=O)(=O)C(C)C)C1=CC(=NO1)C1=CC=C(C=C1)NC(=N)NCC